C1=CN=CC=C1SSC2=CC=NC=C2 4,4-dipyridyl disulfide